3-Amino-1-(4-((8-aminoimidazo[1,2-a]pyrazin-3-yl)methyl)-6-(3,4-difluorophenyl)pyridin-3-yl)-N-methylpiperidine-3-carboxamide NC1(CN(CCC1)C=1C=NC(=CC1CC1=CN=C2N1C=CN=C2N)C2=CC(=C(C=C2)F)F)C(=O)NC